2-Benzyl-1,4,7-triazonan C(C1=CC=CC=C1)C1NCCNCCNC1